ClC1=C(C=2N(C=C1)C(=CN2)C(C)=O)I (7-chloro-8-iodoimidazo[1,2-a]pyridin-3-yl)ethan-1-one